OCC=1C2C=C(C(C1CO)O2)C2=CC=CC=C2 2,3-bis(hydroxymethyl)-5-phenyl-7-oxabicyclo[2.2.1]hepta-2,5-diene